7-oxoheptanoic acid O=CCCCCCC(=O)O